4-(5-Bromopyrimidin-2-yl)piperazine-1-carboxylic acid tert-butyl ester C(C)(C)(C)OC(=O)N1CCN(CC1)C1=NC=C(C=N1)Br